COCCOC=1C=CC(=NC1)C=O 5-(2-methoxyethoxy)picolinaldehyde